ClC=1N(C2=CC=C(C=C2C1)C=O)C1=NOC(=N1)C1=NOC2=C1CCC(C2)(C)C Chloro-1-(5-(6,6-dimethyl-4,5,6,7-tetrahydrobenzo[d]isoxazol-3-yl)-1,2,4-oxadiazole-3-yl)-1H-indole-5-carbaldehyde